1-(2-((5-amino-7-methoxypyrazolo[1,5-c]quinazolin-2-yl)methyl)benzyl)-4-methylpiperidin-4-ol NC1=NC=2C(=CC=CC2C=2N1N=C(C2)CC2=C(CN1CCC(CC1)(O)C)C=CC=C2)OC